2-(2,6-dichloro-3-pyridinyl)ethanol ClC1=NC(=CC=C1CCO)Cl